(5-isopropyl-1-(2-naphthylmethylimidazole-4-yl)methylene)piperazine-2,5-dione C(C)(C)C1=C(N=C(N1)CC1=CC2=CC=CC=C2C=C1)C=C1C(NCC(N1)=O)=O